C1NCC12CC(C2)CN2C(C=C(C=C2)C(F)(F)F)=O 1-(2-Azaspiro[3.3]heptan-6-ylmethyl)-4-(trifluoromethyl)pyridin-2-one